C1CCC(CC1)(O)O trans-cyclohexanediol